2,3-dichlorobenzyl chloride ClC1=C(CCl)C=CC=C1Cl